methyl (2R)-3-(3-(1-bromo-8-((2-((tert-butyldiphenylsilyl)oxy)ethyl)sulfonyl)-3,7,7-trimethyl-2-oxooctan-3-yl)phenyl)-2-methylpropanoate BrCC(C(CCCC(CS(=O)(=O)CCO[Si](C1=CC=CC=C1)(C1=CC=CC=C1)C(C)(C)C)(C)C)(C)C=1C=C(C=CC1)C[C@H](C(=O)OC)C)=O